octadecane-2,16-diol CC(CCCCCCCCCCCCCC(CC)O)O